N-(9-((2R,4S,5R)-4-((tert-butyldiphenylsilyl)oxy)-5-(hydroxymethyl)tetrahydrofuran-2-yl)-9H-purin-6-yl)benzamide [Si](C1=CC=CC=C1)(C1=CC=CC=C1)(C(C)(C)C)O[C@H]1C[C@@H](O[C@@H]1CO)N1C2=NC=NC(=C2N=C1)NC(C1=CC=CC=C1)=O